(3R,8R)-N-(3-cyano-4-fluorophenyl)-8-fluoro-3,10-dimethyl-11-oxo-1,3,4,7,8,9,10,11-octahydro-2H-pyrido[4',3':3,4]Pyrazolo[1,5-a][1,4]Diazepine-2-amide C(#N)C=1C=C(C=CC1F)NC(=O)N1CC=2C(=NN3C2C(N(C[C@H](C3)F)C)=O)C[C@H]1C